(R)-N-((S)-6,8-difluoro-4-oxo-2,3,4,5-tetrahydrobenzo[b][1,4]oxazepin-3-yl)-5-isopropyl-5,6,7,8-tetrahydro-[1,2,4]triazolo[1,5-a]pyridine-2-carboxamide FC1=CC(=CC=2OC[C@@H](C(NC21)=O)NC(=O)C2=NN1C(CCC[C@@H]1C(C)C)=N2)F